(10-bromododecyl)phosphonic acid BrC(CCCCCCCCCP(O)(O)=O)CC